OCNCC(=O)[O-].[Na+] Sodium N-(hydroxymethyl)glycinate